N-((5-nitro-3-(tetrahydro-2H-pyran-4-yl)-3,4-dihydro-2H-benzo[b][1,4]oxazin-7-yl)sulfonyl)benzamide [N+](=O)([O-])C1=CC(=CC=2OCC(NC21)C2CCOCC2)S(=O)(=O)NC(C2=CC=CC=C2)=O